OC(CCCCCCCCC(=O)C(C(C(O)C(CCCCCCC\C=C/C\C=C/CCCCC)=O)O)(O)C(CCCCCCCCC(C\C=C/CCCCC)O)=O)C\C=C/CCCCC bis(10-hydroxy-cis-12-octadecenoyl)(cis,cis-9,12-octadecadienoyl)glycerol